NC1=C(SC2=NC(=CC=C21)C)C(=O)NC2CC=1C=CC(=NC1CC2)N2CC(C(C2)COCC)N 3-amino-N-{2-[3-amino-4-(ethoxymethyl)pyrrolidin-1-yl]-5,6,7,8-tetrahydroquinolin-6-yl}-6-methylthieno[2,3-b]pyridine-2-carboxamide